[({3-bromo-4-[(2-chloro-5-fluorophenyl)carbonyl]-2-{[(2,4-dimethoxyphenyl)methyl]amino}-5-nitrophenyl}methyl)amino]acetonitrile BrC=1C(=C(C=C(C1C(=O)C1=C(C=CC(=C1)F)Cl)[N+](=O)[O-])CNCC#N)NCC1=C(C=C(C=C1)OC)OC